1,3-dichloro-6-trifluoromethyl-9-phenanthrenemethanol ClC1=CC(=CC=2C3=CC(=CC=C3C(=CC12)CO)C(F)(F)F)Cl